2-((5-Chloro-4-((3-(2,3-dihydrobenzo[b][1,4]dioxin-6-yl)-2-methylbenzyl)oxy)-2-((tetrahydro-2H-pyran-4-yl)methoxy)benzyl)amino)-2-methylpropane-1,3-diol ClC=1C(=CC(=C(CNC(CO)(CO)C)C1)OCC1CCOCC1)OCC1=C(C(=CC=C1)C1=CC2=C(OCCO2)C=C1)C